2-fluoro-6-(3-methoxyanilino)-9-(oxepan-2-yl)-9H-purine FC1=NC(=C2N=CN(C2=N1)C1OCCCCC1)NC1=CC(=CC=C1)OC